O=S1(N(CC(N1)=O)C1=C(C=C2C=CC(=CC2=C1F)C=CC(=O)NC1CCN(CC1)C(COC1=C2CN(C(C2=CC=C1)=O)C1C(NC(CC1)=O)=O)=O)O)=O 3-(7-(1,1-dioxido-4-oxo-1,2,5-thiadiazolidin-2-yl)-8-fluoro-6-hydroxynaphthalen-2-yl)-N-(1-(2-((2-(2,6-dioxopiperidin-3-yl)-1-oxoisoindolin-4-yl)oxy)acetyl)piperidin-4-yl)acrylamide